[B].C(=C)[C]F vinyl-fluorocarbon boron